C(CCCCC)C(COC1=C2C(SC(=C2)SC)=C(C2=C1SC=C2)OCC(CCCCCCCC)CCCCCC)CCCCCCCC 4,8-bis((2-hexyldecyl)oxy)-2-(methylthio)benzo[1,2-b:4,5-b']dithiophene